9-((2R,4S,5R)-4-hydroxy-5-(hydroxymethyl)-5-vinyltetrahydrofuran-2-yl)-9H-purin-6-ol O[C@H]1C[C@@H](O[C@]1(C=C)CO)N1C2=NC=NC(=C2N=C1)O